5-((4-benzhydryl-3,3-dimethylpiperazin-1-yl)methyl)-2-(2,4-dioxotetrahydropyrimidin-1(2H)-yl)isoindoline-1,3-dione C(C1=CC=CC=C1)(C1=CC=CC=C1)N1C(CN(CC1)CC=1C=C2C(N(C(C2=CC1)=O)N1C(NC(CC1)=O)=O)=O)(C)C